FC=1C=C(CC2=CC=CC(=N2)N2N=C(C(=C2)C=O)C(=O)OC)C=C(C1)C(F)(F)F methyl 1-(6-(3-fluoro-5-(trifluoromethyl) benzyl) pyridin-2-yl)-4-formyl-1H-pyrazole-3-carboxylate